The molecule is a hydrate that is the hexahydrate of nickel sulfate. It has a role as a sensitiser. It contains a nickel sulfate. O.O.O.O.O.O.[O-]S(=O)(=O)[O-].[Ni+2]